O=C1NC(CCC1N1C(C2=CC=CC(=C2C1=O)NCC(=O)OC(C)(C)C)=O)=O tert-butyl 2-[[2-(2,6-dioxo-3-piperidyl)-1,3-dioxo-isoindolin-4-yl]amino]acetate